C1(=CC=CC=C1)C1CCC(CC1)OC[C@H]1[C@H](CCC=2N1N=CN2)NS(=O)(=O)C |r| rac-N-[(5R,6S)-5-({[(1s,4S)-4-phenylcyclohexyl]oxy}methyl)-5,6,7,8-tetrahydro[1,2,4]triazolo[1,5-a]pyridin-6-yl]methanesulfonamide